BrC1=CC=C2C(CC(OC2=C1)(C)C)=O 7-bromo-2,2-dimethyl-chroman-4-one